C(CCCCCCC)SSC1=NC=CC=C1 2-(octyldisulfaneyl)pyridine